(S)-3-((R)-1-oxo-1,3,5,5a,6,7,8,9-octahydro-2H-pyrazino[1',2':4,5][1,4]oxazino[2,3-e]isoindol-2-yl)piperidine O=C1N(CC2=C3C(=CC=C12)N1[C@@H](CO3)CNCC1)[C@@H]1CNCCC1